2-(3,4-dimethoxyphenyl)-6-methyl-3-oxo-pyridazine COC=1C=C(C=CC1OC)N1N=C(C=CC1=O)C